C(C)(C)(C)OC(=O)N1CC(C1)C1=CC=C(C=C1)C1CC(C1)(F)F 3-[4-(3,3-difluorocyclobutyl)phenyl]azetidine-1-carboxylic acid tert-butyl ester